C1(CC1)N1N=CC(=C1)[C@H]1CN(CCO1)C1=CC=2C(=NC(=C(N2)C)C)C(=N1)C=1C=NC(=CC1)C(F)(F)F (2S)-2-(1-cyclopropylpyrazol-4-yl)-4-[2,3-dimethyl-5-[6-(trifluoromethyl)-3-pyridyl]pyrido[3,4-b]pyrazin-7-yl]morpholine